C(#N)C1=CC(=NC(=C1C1=CC(=C(C=C1)OC)F)C1=CC(=C(C=C1)C#N)F)N1CCC(CC1)NC(OC(C)(C)C)=O tert-butyl (1-(4-cyano-6-(4-cyano-3-fluorophenyl)-5-(3-fluoro-4-methoxyphenyl)pyrid-2-yl)piperid-4-yl)carbamate